3-(5-((2,4-dimethoxy-benzyl)-amino)-2-methyl-4-oxoquinazolin-3(4H)-yl)piperidine-2,6-dione COC1=C(CNC2=C3C(N(C(=NC3=CC=C2)C)C2C(NC(CC2)=O)=O)=O)C=CC(=C1)OC